7-chloro-2-methoxy-5-(4,4,5,5-tetramethyl-1,3,2-dioxaborolan-2-yl)quinoxaline ClC1=CC(=C2N=CC(=NC2=C1)OC)B1OC(C(O1)(C)C)(C)C